methyl-(2R)-N-[2-(4-benzylpiperazin-1-yl)ethyl]-2-(octanoylamino)butanediamide C[C@](C(=O)NCCN1CCN(CC1)CC1=CC=CC=C1)(CC(=O)N)NC(CCCCCCC)=O